C1(CC1)C([C@@H](C(=O)NC=1C=C2CC(CC2=CC1)(C(NC1=CC=CC=C1)=O)N1C(N[C@@H](C1)C(C)C)=O)NC(=O)C1=NON=C1C)C1CC1 N-((2S)-1,1-dicyclopropyl-3-((2-((R)-4-isopropyl-2-oxoimidazolidin-1-yl)-2-(phenylcarbamoyl)-2,3-dihydro-1H-inden-5-yl)amino)-3-oxopropan-2-yl)-4-methyl-1,2,5-oxadiazole-3-carboxamide